C(C)(C)(C)OC(=O)N1[C@H](CC[C@@H](C1)NC(=O)OC(C)C)C=1NC(=CC1)SC1=C(C=C(C=C1)NC(=O)OC(C)C)S(NC(C)(C)C)(=O)=O trans-2-[5-[2-(tert-Butylsulfamoyl)-4-(isopropoxycarbonylamino)phenyl]Thia-methylAzol-2-yl]-5-(Isopropoxycarbonylamino)piperidine-1-carboxylic acid tert-butyl ester